Thien-2-ylpyridine S1C(=CC=C1)C1=NC=CC=C1